C[C@@H]1CN(CCO1)C=1N=C(NC(C1)=O)N1[C@H](CCC1)C(C)(C1=CC=CC=C1)C 4-[(2R)-2-methylmorpholin-4-yl]-2-[(2R)-2-(1-methyl-1-phenyl-ethyl)pyrrolidin-1-yl]-1H-pyrimidin-6-one